NC=1C(NC=2C=C(C(=NC2C1C1=C2C=NNC2=C(C=C1)F)C(=O)OC)C)=O Methyl 7-amino-8-(7-fluoro-1H-indazol-4-yl)-3-methyl-6-oxo-5H-1,5-naphthyridine-2-carboxylate